ClC1=C(C=CC(=C1)C(F)(F)F)CCC=1C=C(C(=O)OC)C=C(C1)C#N methyl 3-[2-[2-chloro-4-(trifluoromethyl) phenyl] ethyl]-5-cyano-benzoate